C(C)(C)(C)OC(=O)N1C=C(C2=CC(=CC=C12)F)I 5-Fluoro-3-iodo-1H-indole-1-carboxylic acid tert-butyl ester